Cl[Ru](C1=C(C=C(C=C1)C)C(C)C)Cl dichloro(p-methylisopropylphenyl)ruthenium